OC1COC(=C(C1=O)O)C 2,3-dihydro-3,5-dihydroxyl-6-methyl-4H-pyran-4-one